ClC1=CC(=NC=N1)NCC=1N=C2N(C=C(C=C2NC(C)=O)C2CC2)C1 N-(2-(((6-chloropyrimidin-4-yl)amino)methyl)-6-cyclopropylimidazo[1,2-a]pyridin-8-yl)acetamide